CC(CNC(=O)C1=NC=CN=C1)(C)N1CCOCC1 N-(2-methyl-2-morpholinopropyl)pyrazine-2-carboxamide